ClC=1C=CC(=C(C1)N1CON(CO1)C(C(=O)NC=1C=C2C=CN=C(C2=CC1)OC)CC1=CC=CC=C1)N1N=NC(=C1)Cl 2-(4-(5-Chloro-2-(4-chloro-1H-1,2,3-triazol-1-yl)phenyl)-2,5-dioxapiperazin-1-yl)-N-(1-methoxyisoquinolin-6-yl)-3-phenylpropionamide